2-chloro-4-(2-(difluoromethoxy)propan-2-yl)pyridine ClC1=NC=CC(=C1)C(C)(C)OC(F)F